ClC1=C(C=NC2=NC(=CC=C12)OS(=O)(=O)C(F)(F)F)N1CCN(C2(CC2)C1)C(=O)OC(C)(C)C tert-butyl 7-[4-chloro-7-(trifluoromethylsulfonyloxy)-1,8-naphthyridin-3-yl]-4,7-diazaspiro[2.5]octane-4-carboxylate